t-butyl 7-((4-cyanobenzyl) oxy)-3,4-dihydroisoquinoline-2(1H)-carboxylate C(#N)C1=CC=C(COC2=CC=C3CCN(CC3=C2)C(=O)OC(C)(C)C)C=C1